ClP1(NP(NP(N1)(Cl)Cl)(Cl)Cl)Cl 2,2,4,4,6,6-hexachloro-1,3,5-triaza-2,4,6-triphosphorine